C(CCCCCC)C1N(CCC1)NC(C(CCCC)CC)=O N-(2-heptylpyrrolidinyl)-(2-ethyl)hexanamide